benzotriazole methylenethiophosphate ammonium salt [NH4+].C=S=P([O-])([O-])[O-].N1N=NC2=C1C=CC=C2.[NH4+].[NH4+]